tert-butyl 2-((4,4-difluorocyclohexyl)methyl)-6-hydroxybenzoate FC1(CCC(CC1)CC1=C(C(=O)OC(C)(C)C)C(=CC=C1)O)F